methylimidazo[1,2-c]pyrimidine CC=1N=C2N(C=NC=C2)C1